Propyl-Aspartamide ethyl-8-(4-chlorophenyl)-2-methyl-2H,8H-pyrazolo[3,4-b]indole-5-carboxylate C(C)C=1N(N=C2N(C3=CC=C(C=C3C21)C(=O)O)C2=CC=C(C=C2)Cl)C.C(CC)N[C@@H](CC(=O)N)C(=O)N